BrC=1C=C(C=CC1F)NC(=NO)C=1C(=NON1)NCCOS(NCCOC)(=O)=O (2-methoxyethyl)sulfamic acid (2-((4-(N-(3-bromo-4-fluorophenyl)-N'-hydroxyamidino)-1,2,5-oxadiazol-3-yl) amino) ethyl) ester